2-(Methoxymethyl)-5-methyl-9-(6-fluoro-pyridin-3-yl)-2H-spiro[benzo[c]pyrazolo[4,3-e]azepine-6,1'-cyclopropan]-4(5H)-one COCN1N=C2C(C3=C(C=CC(=C3)C=3C=NC(=CC3)F)C3(CC3)N(C2=O)C)=C1